N-Isopropyl-5-methyl-2-(5-morpholin-4-yl-3,4'-bipyridin-2'-yl)-1H-imidazole C(C)(C)N1C(=NC=C1C)C1=NC=CC(=C1)C=1C=NC=C(C1)N1CCOCC1